(2-(3-isobutoxy-5-(trifluoromethyl)phenylamino)-5-methylpyrimidin-4-ylamino)benzo[d]oxazol-2(3H)-one C(C(C)C)OC=1C=C(C=C(C1)C(F)(F)F)NC1=NC=C(C(=N1)NN1C(OC2=C1C=CC=C2)=O)C